The molecule is a trisaccharide derivative consisting of a beta-D-glucosyl residue glycosidically linked to a 5-aminopentyl group and which carries at O-3 a beta-D-glucosyl-(1->3)-2,4-di-O-acetyl-6-deoxy-alpha-L-talosyl disaccharide unit. It is a trisaccharide derivative and a glycoside. C[C@H]1[C@H]([C@H]([C@H]([C@@H](O1)O[C@H]2[C@@H]([C@H](O[C@H]([C@@H]2O)OCCCCCN)CO)O)OC(=O)C)O[C@H]3[C@@H]([C@H]([C@@H]([C@H](O3)CO)O)O)O)OC(=O)C